COC=1C=C(C=NC1OCC1=NC=C(C=C1)OC)CO (5-methoxy-6-((5-methoxypyridin-2-yl)methoxy)pyridin-3-yl)methanol